NC1=CC=C2CCN(CC2=C1)C(C(F)(F)F)=O 1-(7-amino-1,2,3,4-tetrahydroisoquinolin-2-yl)-2,2,2-trifluoroethan-1-one